FC=1N=C(SC1CN1[C@H](C[C@H](CC1)OCC1=NOC(=N1)C)C)NC(C)=O N-[4-fluoro-5-[[(2S,4S)-2-methyl-4-[(5-methyl-1,2,4-oxadiazol-3-yl)-methoxy]-1-piperidinyl]methyl]thiazol-2-yl]acetamide